CC1=CC(=CC=C1)OC1=CC(=CC=C1)[N+](=O)[O-] 1-methyl-3-(3-nitrophenoxy)benzene